C(C)S(=O)(=O)NC1=C(C=C(C=C1)C1=NNC(=C1C(=O)N)NC1=NC(=CC=C1)C(F)(F)F)OC1=CC=C(C=C1)F 3-(4-(ethylsulfonamido)-3-(4-fluorophenoxy)phenyl)-5-((6-(trifluoromethyl)pyridine-2-yl)amino)-1H-pyrazole-4-carboxamide